tert-butyl (R)-(1-(6-((8-fluoro-2-methylimidazo[1,2-a]pyridin-6-yl)carbamoyl)pyridazin-3-yl)pyrrolidin-3-yl)(methyl)carbamate FC=1C=2N(C=C(C1)NC(=O)C1=CC=C(N=N1)N1C[C@@H](CC1)N(C(OC(C)(C)C)=O)C)C=C(N2)C